C(C)(C)(C)OC(=O)NCCN(CCCC(=O)OCC1=CC=CC=C1)CCNC(=O)OC(C)(C)C benzyl 4-(bis(2-((tert-butoxycarbonyl)amino)ethyl)amino)butanoate